(3R,4R)-N-[7-(1-ethylcyclobutyl)-5-fluoroimidazo[4,3-f][1,2,4]triazin-2-yl]-3-fluoro-1-methanesulfonylpiperidin-4-amine C(C)C1(CCC1)C1=NC(=C2C=NC(=NN21)N[C@H]2[C@@H](CN(CC2)S(=O)(=O)C)F)F